3,3-Diphenylpropionic Acid C1(=CC=CC=C1)C(CC(=O)O)C1=CC=CC=C1